CNC(C1=NC(=C(C=C1)N1CCN(CC1)CC1=CN=C2C3=C(C(NC2=C1)=O)CCC3)C(F)(F)F)=O N-methyl-5-(4-((6-oxo-6,7,8,9-tetrahydro-5H-cyclopenta[c][1,5]naphthyridin-3-yl)methyl)piperazin-1-yl)-6-(trifluoromethyl)picolinamide